ClC1=C(C=CC=C1[N+](=O)[O-])C=1NCCN1 2-(2-chloro-3-nitrophenyl)-4,5-dihydro-1H-imidazole